3-amyl-1,6-hexanediol C(CCCC)C(CCO)CCCO